C1(CCC1)C1=CC(=C(C(=O)N2CCC(CC2)C2=C(C#N)C=CC=C2)C=C1C1=NN=C(N1)CC)C (1-(4-cyclobutyl-5-(5-ethyl-4H-1,2,4-triazol-3-yl)-2-methylbenzoyl)piperidin-4-yl)benzonitrile